4,5-difluoro-2-((4-fluoro-2-methoxyphenyl)-amino)benzoic acid FC1=CC(=C(C(=O)O)C=C1F)NC1=C(C=C(C=C1)F)OC